5-(6-(6-(((3R,4S)-3-Fluoro-2,2,6,6-tetramethylpiperidin-4-yl)oxy)pyridazin-3-yl)-5-(methoxymethoxy)pyridin-3-yl)-2-methyl-2H-indazole-7-carbonitrile F[C@@H]1C(NC(C[C@@H]1OC1=CC=C(N=N1)C1=C(C=C(C=N1)C1=CC2=CN(N=C2C(=C1)C#N)C)OCOC)(C)C)(C)C